[I-].C[N+](C)(C)C tetra-methylammonium iodide